1-(4-(4-fluorobenzyl)-2-(1-hydroxycyclopropyl)-8,8-dimethyl-7,8-dihydro-6H-pyrrolo[2,3-e][1,2,4]triazolo[1,5-a]pyridin-6-yl)ethan-1-one FC1=CC=C(CC=2C=3N(C4=C(C2)N(CC4(C)C)C(C)=O)N=C(N3)C3(CC3)O)C=C1